S(=O)(=O)(O)O.C(C)C(=CN1C(CCC1)=O)CC diethylvinylpyrrolidone sulfate